4-(4-(2,4-difluorophenoxy)piperidin-1-yl)-5-nitropyridinecarbonitrile FC1=C(OC2CCN(CC2)C2=CC(=NC=C2[N+](=O)[O-])C#N)C=CC(=C1)F